[Al].[Mg] MAGNESIUM-ALUMINUM